7-[5-(Cyclopropylmethyl)-4-{3-[(4,4-difluorocyclohexyl)oxy]phenyl}-6-oxo-1,4,5,6-tetrahydropyrrolo[3,4-c]pyrazol-3-yl]-1,3-benzoxazol-2(3H)-one C1(CC1)CN1C(C=2NN=C(C2C1C1=CC(=CC=C1)OC1CCC(CC1)(F)F)C1=CC=CC=2NC(OC21)=O)=O